CC1=NC(=NO1)C=1C(=C2C(=NC1)NC=C2)N[C@H]2CN(CCC2)C(=O)OC(C)(C)C tert-butyl (R)-3-((5-(5-methyl-1,2,4-oxadiazol-3-yl)-1H-pyrrolo[2,3-b]pyridin-4-yl)amino)piperidine-1-carboxylate